tert-butyl N-[2-[2-hydroxyethyl (methyl) amino] ethyl]-N-methyl-carbamate OCCN(CCN(C(OC(C)(C)C)=O)C)C